ClC1=C(N(C(=C1C=O)Cl)C1=CC=CC=C1)C=O 3,5-DICHLORO-1-PHENYL-1H-PYRROLE-2,4-DICARBALDEHYDE